NN=CNC[C@H](N)C(=O)O 3-(aminoiminomethyl)amino-alanine